C1(=CC=CC=C1)C1=NC(=NC(=N1)C1=CC=CC=C1)C=1C=C(C=CC1)C=1N=C(C(=NC1C1=CC=CC=C1)C1=C2C=CN=CC2=CC=C1)C1=CC=CC=C1 5-(5-(3-(4,6-diphenyl-1,3,5-triazin-2-yl)phenyl)-3,6-diphenylpyrazin-2-yl)isoquinoline